2-((1-(6-(cyanomethyl)-2-(ethylsulfanyl)-4-oxo-4H-benzopyran-8-yl)ethyl)amino)benzoic acid C(#N)CC=1C=C(C2=C(C(C=C(O2)SCC)=O)C1)C(C)NC1=C(C(=O)O)C=CC=C1